2-[(4-{[(cyclopropylcarbamoyl)amino]methyl}-1H-1,3-benzodiazol-2-yl)amino]-2-[3-(trifluoromethyl)phenyl]propyl 2,2-dimethylpropanoate CC(C(=O)OCC(C)(C1=CC(=CC=C1)C(F)(F)F)NC1=NC2=C(N1)C=CC=C2CNC(NC2CC2)=O)(C)C